Tert-butyl (R)-(2-((1-((4-aminopyridin-2-yl)methyl)-2-phenethyl-4-((trifluoromethyl)sulfonyl)-2,3,4,5-tetrahydro-1H-benzo[e][1,4]diazepin-6-yl)oxy)ethyl)carbamate NC1=CC(=NC=C1)CN1[C@@H](CN(CC2=C1C=CC=C2OCCNC(OC(C)(C)C)=O)S(=O)(=O)C(F)(F)F)CCC2=CC=CC=C2